ClC1=CC=C(C[C@H]2CO[C@H](CN2C2CCC(CC2)C2=NN(C(=C2)C)C)C(=O)N(C)C)C=C1 (2R,5S)-5-(4-Chlorobenzyl)-4-(4-(1,5-dimethyl-1H-pyrazol-3-yl)cyclohexyl)-N,N-dimethylmorpholin-2-carboxamid